C(#N)C=1C(=NC(=NC1)N[C@H]1CN(CC1)C1=CC2=C(C=N1)C(=NN2C)NC(C=C)=O)OC (R)-N-(6-(3-((5-Cyano-4-methoxypyrimidin-2-yl)amino)pyrrolidin-1-yl)-1-methyl-1H-pyrazolo[4,3-c]pyridin-3-yl)acrylamide